8-(3-Cyclopropyl-5-fluoro-1H-indol-7-yl)-7-methoxy-1,4,4-trimethyl-9-(trifluoromethyl)-5H-[1,2,4]triazolo[4,3-a]quinoxaline C1(CC1)C1=CNC2=C(C=C(C=C12)F)C1=C(C=C2NC(C=3N(C2=C1C(F)(F)F)C(=NN3)C)(C)C)OC